4-(4,4-difluoropiperidin-3-yl)-2-(2,2,2-trifluoro-1-hydroxyethyl)pyridine 1-oxide hydrochloride Cl.FC1(C(CNCC1)C1=CC(=[N+](C=C1)[O-])C(C(F)(F)F)O)F